FC(C1=CC=C(C=C1)N1C[C@@H]2N(C3=C1N=CC=N3)CCN(C2)C(C)=O)(F)F (S)-1-(5-(4-(trifluoromethyl)phenyl)-5,6,6a,7,9,10-hexahydro-8H-dipyrazino[1,2-a:2',3'-e]pyrazin-8-yl)ethan-1-one